(1R)-1-{5-[5-Chloro-2-(trifluoromethoxy)phenyl]-1,2,4-oxadiazol-3-yl}-6-azaspiro[2.5]octan-6-sulfonamid ClC=1C=CC(=C(C1)C1=NC(=NO1)[C@@H]1CC12CCN(CC2)S(=O)(=O)N)OC(F)(F)F